1-(6-((di-tert-butylphosphino)methyl)pyridin-2-yl)ethan-1-one C(C)(C)(C)P(C(C)(C)C)CC1=CC=CC(=N1)C(C)=O